O1C(NC2=C1C=CC(=C2)NC2=NC(=NC=C2C)NC=2C=C1CN(CC1=CC2)CC2C1CCC(C2)C1)=O N4-(benzo[d]oxazol-2(3H)-on-5-yl)-N2-(2-(bicyclo[2.2.1]heptan-2-ylmethyl)isoindolin-5-yl)-5-methylpyrimidine-2,4-diamine